CS(=O)(=O)C1=CC=C(CN2C=CC3=CC(=CC=C23)N2C(NC3=C(C2=O)C2=C(S3)CCCCC2)=O)C=C1 3-(1-(4-(methylsulfonyl)benzyl)-1H-indol-5-yl)-1,5,6,7,8,9-hexahydro-2H-cyclohepta[4,5]thieno[2,3-d]pyrimidine-2,4(3H)-dione